N-(4-(6-fluoro-3,4-dihydroisoquinolin-2(1H)-yl)-2-methyl-6-(tetrahydrofuran-3-yl)phenyl)-3,3-dimethylbutyramide FC=1C=C2CCN(CC2=CC1)C1=CC(=C(C(=C1)C1COCC1)NC(CC(C)(C)C)=O)C